BrC1=NC(=CC=C1N1CN(C2=C(C1=O)C=C(N=C2)C(F)(F)F)C2=C(C=C(C=C2)F)CCCNC(OC(C)(C)C)=O)OC tert-butyl (3-(2-(3-(2-bromo-6-methoxypyridin-3-yl)-4-oxo-6-(trifluoromethyl)-3,4-dihydropyrido[3,4-d]pyrimidin-1(2H)-yl)-5-fluorophenyl)propyl)carbamate